1-[(1-Methyl-1H-pyrazol-4-yl)(1-methylpiperidin-3-yl)sulfamoyl]-3-(2-methyl-4,5,6,7-tetrahydro-1-benzothiophen-3-yl)urea CN1N=CC(=C1)N(S(=O)(=O)NC(=O)NC1=C(SC2=C1CCCC2)C)C2CN(CCC2)C